3-fluoro-5-(trifluoromethyl)phenyl-3-(trifluoromethyl)-4,5,6,7-tetrahydro-1H-indol-4-ol FC=1C=C(C=C(C1)C(F)(F)F)N1C=C(C=2C(CCCC12)O)C(F)(F)F